C(C1CO1)N(C1=CC=C(C=C1)CC1=CC=C(N(CC2CO2)CC2CO2)C=C1)CC1CO1 N,N,N',N'-tetraglycidyl-(4,4'-methylenebisaniline)